N-(4-fluorobenzyl)-N-(2-methoxybenzyl)-4-(3-(pyridin-4-ylmethyl)ureido)benzenesulfonamide FC1=CC=C(CN(S(=O)(=O)C2=CC=C(C=C2)NC(=O)NCC2=CC=NC=C2)CC2=C(C=CC=C2)OC)C=C1